[Na].CC1=CC=C(C=C1)C 2,5-dimethyl-benzene sodium